(6R)-6-methyl-18-(oxan-2-yl)-9,13-dioxa-4,5,18,19-tetraazatetracyclo[12.5.2.12,5.017,20]docosa-1(19),2(22),3,14(21),15,17(20)-hexaene C[C@H]1N2N=CC(C3=NN(C=4C=CC(OCCCOCC1)=CC34)C3OCCCC3)=C2